FC(C1=NC=CC(=C1)NC1=CC2=C(N=C(S2)N)C=C1)(F)F N6-[2-trifluoromethyl-4-pyridinyl]-1,3-benzothiazole-2,6-diamine